N-Hydroxy-2-(2-(2,3,4-trifluorophenyl)acetamido)-acetamide ONC(CNC(CC1=C(C(=C(C=C1)F)F)F)=O)=O